S(C)(=O)(=O)[O-].C(CC)[NH+]1CCC(CC1)CCC 1,4-dipropylpiperidinium mesylate